C(C)OC(CN1C2CNCC1CC2)=O 2-(3,8-diazabicyclo[3.2.1]oct-8-yl)acetic acid ethyl ester